ClC1=NC(=NC=C1C(F)(F)F)NC1=CC=C(C=C1)N1CCOCC1 4-Chloro-N-(4-morpholinophenyl)-5-(trifluoromethyl)pyrimidin-2-amine